[(Z)-[amino(cyclopropyl)methylene]amino] 4-[1-[(3,4-dimethyl-2-pyridyl)amino]ethyl]benzoate CC=1C(=NC=CC1C)NC(C)C1=CC=C(C(=O)O\N=C(\C2CC2)/N)C=C1